(S)-tert-butyl (1-(3-(2-(dimethylamino)ethyl)-5-methoxy-1H-indol-1-yl)-1-oxo-3-phenylpropan-2-yl)carbamate CN(CCC1=CN(C2=CC=C(C=C12)OC)C([C@H](CC1=CC=CC=C1)NC(OC(C)(C)C)=O)=O)C